propionaldehyde O-(2-oxo-2-(4-(5-(trifluoromethyl)pyridin-2-yl)piperazin-1-yl)ethyl)oxime O=C(CON=CCC)N1CCN(CC1)C1=NC=C(C=C1)C(F)(F)F